C(C)C=1C(NC=2C=C(C=NC2C1)CN1CCN(C2CCC12)C=1C=CC(=NC1)C(=O)NC)=C=O 5-(5-((7-ethyl-6-carbonyl-5,6-dihydro-1,5-naphthyridin-3-yl)methyl)-2,5-diazabicyclo[4.2.0]octane-2-yl)-N-methylpyridine-2-carboxamide